NC1=C2C(N(C(C2=CC(=C1)C(C)C)=O)CC1=CC=C(C=C1)OC)C1=C(C=CC=C1)C 4-Amino-2-[(4-methoxyphenyl)methyl]-3-(2-methylphenyl)-6-(propan-2-yl)-2,3-dihydro-1H-isoindol-1-one